tert-Butyl 4-(4-methoxy-3-((3-methoxy-3-oxopropyl)amino)phenyl)piperazine-1-carboxylate COC1=C(C=C(C=C1)N1CCN(CC1)C(=O)OC(C)(C)C)NCCC(=O)OC